cis-Cyclooctene C/1=C/CCCCCC1